BrC1=CC=C(C=C1)N1C(N(CCC1)CC(F)(F)F)=O 1-(4-bromophenyl)-3-(2,2,2-trifluoroethyl)tetrahydropyrimidin-2(1H)-one